(3R)-3-amino-5-[(4-chlorophenyl)methyl]-7-(3-ethyl-1,2,4-oxadiazol-5-yl)-1,1-dioxo-2,3-dihydro-1λ6,5-benzothiazepin-4-one N[C@H]1CS(C2=C(N(C1=O)CC1=CC=C(C=C1)Cl)C=C(C=C2)C2=NC(=NO2)CC)(=O)=O